PROPANEDIOL DIPELARGONATE CCCCCCCCC(=O)OCCCOC(=O)CCCCCCCC